BrC1=CC(=C(C=C1F)NS(=O)(=O)C1=CN(C2=CC(=CC=C12)Cl)CCN(C)C)F N-(4-bromo-2,5-difluorophenyl)-6-chloro-1-[2-(dimethylamino)ethyl]indole-3-sulfonamide